C(C)O\C=N\C1=C(NC(NC1=O)=O)C(=O)OCC ethyl (E)-5-((ethoxymethylene)amino)-2,6-dioxo-1,2,3,6-tetrahydropyrimidine-4-carboxylate